2-cyclohexyl-5-methoxy-3,4-dihydro-2H-pyrrole C1(CCCCC1)C1N=C(CC1)OC